(2S,4S)-1-(t-butoxycarbonyl)-4-(t-butyldimethylsilyloxy)-2-methylpyrrolidine-2-carboxylic acid C(C)(C)(C)OC(=O)N1[C@@](C[C@@H](C1)O[Si](C)(C)C(C)(C)C)(C(=O)O)C